C(C1=CC=CC=C1)OC=1C2=C(N=C(N1)OC[C@]13CCCN3C[C@@H](C1)F)C[C@@]1(OC2)CCCC2=CC=C(C=C21)NC(OC(C)(C)C)=O tert-butyl ((S)-4'-(benzyloxy)-2'-(((2R,7aS)-2-fluorotetrahydro-1H-pyrrolizin-7a(5H)-yl)methoxy)-3,4,5',8'-tetrahydro-2H-spiro[naphthalene-1,7'-pyrano[4,3-d]pyrimidin]-7-yl)carbamate